4-phenyl-4,5-dihydro-1H-pyrazole-1-carboxamide C1(=CC=CC=C1)C1C=NN(C1)C(=O)N